tert-butyl (2S)-3-{4-[2-(2-ethoxyethoxy)ethoxy]phenyl}-2-[(methanesulfonyl)oxy]propanoate C(C)OCCOCCOC1=CC=C(C=C1)C[C@@H](C(=O)OC(C)(C)C)OS(=O)(=O)C